COC(=O)C1=C(NC(=C(C1C=1C2=C(SC1)C=CC=C2)C(C)=O)C)COCC2=CC=CC=C2 5-acetyl-4-(benzo[b]thiophen-3-yl)-2-((benzyloxy)methyl)-6-methyl-1,4-dihydropyridine-3-carboxylic acid methyl ester